T-butylimino-tris(diethylamino)tantalum C(C)(C)(C)N=[Ta](N(CC)CC)(N(CC)CC)N(CC)CC